(2R,6S)-2,6-dimethyl-4-[6-[rac-(E)-2-ethoxyethenyl]cinnolin-4-yl]morpholine C[C@@H]1CN(C[C@@H](O1)C)C1=CN=NC2=CC=C(C=C12)\C=C\OCC